3-(4-(2-hydroxy-2-methylpropyloxy)-3,5-dimethylphenyl)-6,8-dimethoxyisoquinolin-1(2H)-one OC(COC1=C(C=C(C=C1C)C=1NC(C2=C(C=C(C=C2C1)OC)OC)=O)C)(C)C